C1(=CC=CC=C1)N1N=CC(=C1)C1=CC=C(N1)C(=O)N(CCC)[C@H]1CN(CC1)C(=O)OC(C)(C)C tert-butyl (R)-3-(5-(1-phenyl-1H-pyrazol-4-yl)-N-propyl-1H-pyrrole-2-carboxamido)pyrrolidine-1-carboxylate